C(C)(C)(C)OC(=O)C=1C(=NN2C1NC(C=C2)=O)N 2-Amino-5-oxo-4,5-dihydropyrazolo[1,5-a]pyrimidine-3-carboxylic acid tert-butyl ester